pyrrolidin-3-ylcarbamic acid N1CC(CC1)NC(O)=O